ClC=1C=C2C(NCCCOC3=CC=CC=C3C=3C(=CC(=C(NS(C(C1OC)=C2)(=O)=O)C3)F)F)=O 16-chloro-22,24-difluoro-17-methoxy-19,19-dioxo-8-oxa-19λ6-thia-12,20-diazatetracyclo[19.3.1.114,18.02,7]hexacosa-1(25),2,4,6,14,16,18(26),21,23-nonaen-13-one